FC=1C=CC(=C2C=C(N(C12)CCNC1=NC=NC(=C1)C1=CC=C2C(N(NC2=C1)C)=O)C#N)OC 7-Fluoro-4-methoxy-1-{2-[6-(2-methyl-3-oxo-2,3-dihydro-1H-indazol-6-yl)-pyrimidin-4-ylamino]-ethyl}-1H-indole-2-carbonitrile